C(C)[S@](=O)C[C@H]1[C@@H](N(C1)C=1C=CC(=C2C=C(N=CC12)NC1=NC(=NC=C1)N1C[C@@]([C@H](CC1)O)(C)F)C(C)C)C (3R,4S)-1-(4-((8-((2S,3R)-3-(((S)-ethylsulfinyl)methyl)-2-methylazetidin-1-yl)-5-isopropylisoquinoline-3-yl)amino)pyrimidin-2-yl)-3-fluoro-3-methylpiperidin-4-ol